FC(=C1CCN(CC1)C(=O)OC(C)(C)C)F tert-butyl 4-(difluoromethylidene)piperidin-1-carboxylate